N-(4-(5-(7-(4,4-difluoropiperidin-1-yl)furo[2,3-c]pyridin-5-yl)-1,3,4-oxadiazol-2-yl)-3-(6-azaspiro[2.5]oct-6-yl)phenyl)-2-methoxyethane-1-sulfonamide FC1(CCN(CC1)C=1N=C(C=C2C1OC=C2)C2=NN=C(O2)C2=C(C=C(C=C2)NS(=O)(=O)CCOC)N2CCC1(CC1)CC2)F